7-methoxy-2-methyl-1-oxo-3H-isoindole-5-carbonitrile COC=1C=C(C=C2CN(C(C12)=O)C)C#N